(S)-quinuclidin-3-yl (5-(2-fluorophenyl)-2,3-dihydro-1H-inden-1-yl)carbamat FC1=C(C=CC=C1)C=1C=C2CCC(C2=CC1)NC(O[C@@H]1CN2CCC1CC2)=O